(mercaptomethyl)diphenyl-phosphine oxide SCP(C1=CC=CC=C1)(C1=CC=CC=C1)=O